N(=[N+]=[N-])C/C=C/CC1CCCCC1 (E)-(4-azidobut-2-en-1-yl)cyclohexane